4-(benzo[1,3]dioxol-5-yloxy)-benzoic acid O1COC2=C1C=CC(=C2)OC2=CC=C(C(=O)O)C=C2